CC1C(C1)NC1=NC(=NC(=N1)NC1C(C1)C)C1=NC(=CC=C1)C(F)(F)F N2,N4-bis(2-methylcyclopropyl)-6-(6-(trifluoromethyl)pyridin-2-yl)-1,3,5-triazine-2,4-diamine